C(C)(C)(C)NC(=O)C1=C(C2=C(N=C(N=C2C2=CC(=CC=C2)NC(CN2CCC2)=O)SC)S1)N tert-butyl-5-amino-2-methylsulfanyl-4-(3-(2-(azetidin-1-yl)-acetamido)-phenyl)-thieno[2,3-d]pyrimidine-6-carboxamide